N(=[N+]=[N-])C1C(C(CCC1)N1N=C(N=C1)C1=CC(=CC=C1)F)O 2-azido-6-(3-(3-fluorophenyl)-1H-1,2,4-triazol-1-yl)cyclohexanol